[4-(6-Amino-pyridazin-3-yl)-piperidin-1-yl]-[4-methoxy-5-(4-trifluoromethyl-phenoxy)-pyridin-2-yl]-methanone NC1=CC=C(N=N1)C1CCN(CC1)C(=O)C1=NC=C(C(=C1)OC)OC1=CC=C(C=C1)C(F)(F)F